ClC1=C(C=CC=C1C1=NC=CC(=C1Cl)C1=NC(=C(C=C1)CNCC1NC(CC1)=O)OC)NC1=NC=CC(=C1F)CN1CC2(C1)CNC(C2)=O 2-((2-((2-chloro-3-(3'-chloro-6-methoxy-5-((((5-oxopyrrolidin-2-yl)methyl)amino)methyl)-[2,4'-bipyridin]-2'-yl)phenyl)amino)-3-fluoropyridin-4-yl)methyl)-2,6-diazaspiro[3.4]octan-7-one